C1=CC=C(C=2SC3=C(C21)C=CC=C3)C=3N(C(=CC3C(=O)N)C3=C2C(=NC=C3)NC=C2)COCC[Si](C)(C)C 2-(dibenzo[b,d]thiophen-4-yl)-5-(1H-pyrrolo[2,3-b]pyridin-4-yl)-1-{[2-(trimethylsilyl)ethoxy]methyl}-1H-pyrrole-3-carboxamide